CC=1C(=NC=C(C1)C)N1CCN(CC1)C(=O)C1=CC(=C(C=C1)C1(C(NC(N1)=O)=O)C)OC 5-{4-[4-(3,5-dimethylpyridin-2-yl)piperazine-1-carbonyl]-2-methoxyphenyl}-5-methylimidazolidine-2,4-dione